4-(2-cyclopropyl-6-{6-[(2R)-oxaprop-2-ylmethoxy]-1-oxo-3H-isoindol-2-yl}pyridin-4-yl)-3-(4-methyl-1,2,4-triazol-3-yl)benzonitrile C1(CC1)C1=NC(=CC(=C1)C1=C(C=C(C#N)C=C1)C1=NN=CN1C)N1C(C2=CC(=CC=C2C1)OC[C@H](O)C)=O